CNC1CC2=CC3=C(OCO3)C=C2C1 N-methyl-2H,5H,6H,7H-indeno[5,6-d][1,3]dioxol-6-amine